C(C(C)(C)C)S(=O)(=O)[O-] Neopentylsulfonate